C1(=CC=CC=C1)C=1C(=C(C(=C(C1C(C)C)O)C(C)C)O)C(C)C 5-Phenyl-2,4,6-tri(propan-2-yl)benzene-1,3-diol